CN(C1=CC=C(C=C1)C=1N(C(=C(C1)C(=O)O)C1=CC=CC=C1)CCN1CCN(CC1)C)C 2-(4-(dimethylamino)phenyl)-N-(2-(4-methylpiperazin-1-yl)ethyl)-5-phenylAzole-4-carboxylic acid